CP(=O)(C)C1=C(C=CC(=C1)N1CCOCC1)NC1=NC(=NC=C1C(F)(F)F)NC1=C(C(=O)O)C=CC=C1OC ((4-((2-(Dimethylphosphoryl)-4-morpholinophenyl)amino)-5-(trifluoromethyl)pyrimidin-2-yl)amino)-3-methoxybenzoic acid